ammonium 4-(((2S,4R)-1-([1,1'-biphenyl]-4-yl)-5-ethoxy-4-methyl-5-oxopentan-2-yl) amino)-4-oxobutanoate C1(=CC=C(C=C1)C[C@H](C[C@H](C(=O)OCC)C)NC(CCC(=O)[O-])=O)C1=CC=CC=C1.[NH4+]